C(C)C1=CCC=CC1 1-Ethyl-1,4-cyclohexadiene